OCC1CCCCN1C(=O)[O-] 6-(hydroxymethyl)piperidine-1-carboxylate